FC1=CC(=CC=2NC(=NC21)C2=CC(=CN2)C(=O)C2=C(C=CC=C2)C(F)(F)F)N2C[C@@H]([C@H](CC2)OC)O (5-(4-fluoro-6-((3S,4S)-3-hydroxy-4-methoxypiperidin-1-yl)-1H-benzo[d]imidazol-2-yl)-1H-pyrrol-3-yl)(2-(trifluoromethyl)phenyl)methanone